CN(CCCOC=1N=C(C2=C(N1)CN=CC2)N2CCNCC2)C 2-(3-(Dimethylamino)propoxy)-4-(piperazin-1-yl)-5,8-dihydropyrido[3,4-d]pyrimidine